C(#N)C=1C=C(CN2CC=3C(N(C=4N(C3CC2)C=CN4)CC4=CC=C(C=C4)OC)=O)C=CC1 7-(3-cyanobenzyl)-4-(4-methoxybenzyl)-6,7,8,9-tetrahydroimidazo[1,2-a]pyrido[3,4-e]pyrimidin-5(4H)-one